7-fluoro-1-methyl-4-((2-(trimethylsilyl)ethoxy)methyl)-1,4-dihydro-5H-[1,2,3]triazolo[4,5-c]isoquinolin-5-one FC=1C=CC=2C3=C(N(C(C2C1)=O)COCC[Si](C)(C)C)N=NN3C